Tribenzoyloxyuridine potassium iso-propoxide CC([O-])C.[K+].C(C1=CC=CC=C1)(=O)O[C@@]1([C@]([C@@](O[C@@H]1CO)(N1C(=O)NC(=O)C=C1)OC(C1=CC=CC=C1)=O)(O)OC(C1=CC=CC=C1)=O)O